3-(3,5-Di(tert-butyl)phenyl)-1,5-dimethyl-pyrazol-4-ol C(C)(C)(C)C=1C=C(C=C(C1)C(C)(C)C)C1=NN(C(=C1O)C)C